NC1=NN2C(C=CC(=C2)C=2C=C(C(=NC2)C)NC(=O)N2OCC[C@H]2C2=CC(=CC=C2)C(F)(F)F)=N1 (S)-N-(5-(2-amino-[1,2,4]triazolo[1,5-a]pyridin-6-yl)-2-methylpyridin-3-yl)-3-(3-(trifluoromethyl)phenyl)isoxazolidine-2-carboxamide